ClC=1C(=CC2=C(N(C(NC2=O)=O)C=2C(=NC=CC2C)C(C)C)N1)F 7-chloro-6-fluoro-1-(2-isopropyl-4-methylpyridin-3-yl)pyrido[2,3-d]Pyrimidine-2,4(1H,3H)-dione